C(C)C1=C(C=C2CN(C(C2=C1)=O)C[C@H](C(C)(C)O)F)NC(=O)C=1C=NN2C1N=CC=C2 (R)-N-(6-ethyl-2-(2-fluoro-3-hydroxy-3-methylbutyl)-1-oxoisoindolin-5-yl)pyrazolo[1,5-a]pyrimidine-3-carboxamide